O=C1NC(CCC1N1C(C=2C=CC=C3C(=CN=C1C23)NC=2C=NN(C2)C2CCN(CC2)C(=O)OC(C)(C)C)=O)=O tert-Butyl 4-(4-((1-(2,6-Dioxopiperidin-3-yl)-2-oxo-1,2-dihydropyrrolo[4,3,2-ij]isoquinolin-6-yl)amino)-1H-pyrazol-1-yl)piperidine-1-carboxylate